[[3-chloro-2-[2-(hydroxymethyl)phenyl]sulfanyl-phenyl]methyl]-2-methyl-propane-2-sulfinamide ClC=1C(=C(C=CC1)CCC(C)(S(=O)N)C)SC1=C(C=CC=C1)CO